C(C)(C)(C)NS(=O)(=O)CCCN1C2=NC=NC(=C2N=C1SC1=CC2=C(CCO2)C=C1I)N 3-[6-Amino-8-(5-iodo-2,3-dihydro-benzofuran-6-ylsulfanyl)-purin-9-yl]-propane-1-sulfonic acid tert-butylamide